8-acetyl-2-(3,3-difluorocyclobutyl)-3,6-dimethylquinazolin-4(3H)-one C(C)(=O)C=1C=C(C=C2C(N(C(=NC12)C1CC(C1)(F)F)C)=O)C